S1CNCC=C1 3,4-dihydro-2H-1,3-thiazine